FC(C(=O)N(C)C[C@@H](C)O)(F)F 2,2,2-trifluoro-N-[(2R)-2-hydroxypropyl]-N-methyl-acetamide